(Z)-2-(1-(4-(4-Chlorophenoxy)-2-fluorobenzylidene)-5-fluoro-2-methyl-1H-inden-3-yl)acetic acid ClC1=CC=C(OC2=CC(=C(\C=C/3\C(=C(C4=CC(=CC=C34)F)CC(=O)O)C)C=C2)F)C=C1